C1(CC1)C(CCC(=O)N1CCN(CC1)C1=C(C(=CC=C1)C)C)=O 1-cyclopropyl-4-[4-(2,3-dimethyl-phenyl)piperazin-1-yl]butane-1,4-dione